C(C)(C)(C)C1=CC(=CC(=C1O)C)C 6-tert-butyl-2,4-dimethylphenol